C1(CC1)N(C(C1=C(C(=C(C=C1CCCCC)O)CC=C(CCC=C(C)C)C)O)=O)C N-cyclopropyl-3-(3,7-dimethylocta-2,6-dien-1-yl)-2,4-dihydroxy-N-methyl-6-pentylbenzamide